NC1=NC=CC(=C1Cl)OC1=C(C=C(C=C1)C=1N(C(=C(N1)C(=O)N)C(F)(F)F)C1=CC=CC=C1)F (4-((2-amino-3-chloropyridin-4-yl)oxy)-3-fluorophenyl)-1-phenyl-5-(trifluoromethyl)-1H-imidazole-4-carboxamide